Methyl 3-((5-bromo-2-hydroxy-3-propylphenyl)sulfonamido)-5-chloro-2-hydroxybenzoate BrC=1C=C(C(=C(C1)S(=O)(=O)NC=1C(=C(C(=O)OC)C=C(C1)Cl)O)O)CCC